9-[8-(4,4,5,5-tetramethyl-1,3,2-dioxaborolan-2-yl)dibenzofuran-2-yl]-9H-carbazole 4-chlorobenzyl-(4-((3-(methylsulfonyl)azetidin-1-yl)methyl)phenyl)carbamate ClC1=CC=C(CN(C(O)=O)C2=CC=C(C=C2)CN2CC(C2)S(=O)(=O)C)C=C1.CC1(OB(OC1(C)C)C=1C=CC2=C(C3=C(O2)C=CC(=C3)N3C2=CC=CC=C2C=2C=CC=CC32)C1)C